NC1=CC=C(C=C1)C1=C(C=CC=C1)O 2-(4-aminophenyl)phenol